3-(5-carbamoyl-7-fluoro-1H-benzo[d]imidazol-2-yl)-4-chlorobenzo[b]thiophene-2-carboxylic acid ethyl ester C(C)OC(=O)C1=C(C2=C(S1)C=CC=C2Cl)C2=NC1=C(N2)C(=CC(=C1)C(N)=O)F